CN(C(OC1=CC=C2C(=C(C(OC2=C1)=O)CC1=C(C(=CC=C1)NS(NC)(=O)=O)F)CBr)=O)C 4-(bromomethyl)-3-(2-fluoro-3-((N-methylsulfamoyl)amino)benzyl)-2-oxo-2H-chromen-7-yl dimethylcarbamate